N1(C=NC=C1)C(=N)N1C=NC=C1 1-(1H-imidazole-1-carboximidoyl)-1H-imidazole